C(C)(C)(C)C1=NC=C(C=N1)C=1C=C2SC[C@H](CN2C(C1C#N)=O)C (3S)-8-(2-tert-butylpyrimidin-5-yl)-3-methyl-6-oxo-2H,3H,4H,6H-pyrido[2,1-b][1,3]thiazine-7-carbonitrile